FC1=C(C(=C(C(=C1C1=C2C=CC(C(=C3C=CC(=C(C=4C=CC(=C(C5=CC=C1N5)C5=C(C(=C(C(=C5F)F)F)F)F)N4)C4=C(C(=C(C(=C4F)F)F)F)F)N3)C3=C(C(=C(C(=C3F)F)F)F)F)=N2)F)F)F)F.[Pt+2] platinum (II) tetrakis(pentafluorophenyl)porphyrin